2-(tetrahydroxypyranoxy)pentafluoropropene OC1=C(C(=C(C(O1)OC(=C(F)F)C(F)(F)F)O)O)O